3-[4-methyl-5-(2-methyl-1,3-dioxolan-2-yl)thiazol-2-yl]propanoate CC=1N=C(SC1C1(OCCO1)C)CCC(=O)[O-]